FC=1C(=C(C#N)C(=CC1)F)OC=1C=C2C(N(C=NC2=CC1)C=1C=NC(=CC1)F)=O 3,6-difluoro-2-[3-(6-fluoro-3-pyridyl)-4-oxo-quinazolin-6-yl]oxy-benzonitrile